C(C)(C)(C)C1=CC(=CC(=C1)C)C 1-tert-Butyl-3,5-dimethylbenzene